BrC1=CN(C(C2=NC=CN=C21)=O)C 8-bromo-6-methylpyrido[3,4-b]pyrazin-5-one